pyridin-2-ylmethan-d2-ol N1=C(C=CC=C1)C(O)([2H])[2H]